1,3-bis[4-(4-amino-6-cyanophenoxy)-alpha,alpha-dimethylbenzyl]benzene NC1=CC=C(OC2=CC=C(C(C)(C)C3=CC(=CC=C3)C(C3=CC=C(C=C3)OC3=CC=C(C=C3C#N)N)(C)C)C=C2)C(=C1)C#N